tert-butyl N-[2,4-difluoro-3-[1-(1-[[2-(trimethylsilyl)ethoxy]methyl]imidazol-2-yl) imidazo[1,5-a]pyrazin-6-yl]phenyl]carbamate FC1=C(C=CC(=C1C=1N=CC=2N(C1)C=NC2C=2N(C=CN2)COCC[Si](C)(C)C)F)NC(OC(C)(C)C)=O